tert-butyl 9-(2-bromo-4-((5-(3,4-difluorophenyl) pyridin-3-yl) oxy) phenyl)-3,9-diazaspiro[5.5]undecane-3-carboxylate BrC1=C(C=CC(=C1)OC=1C=NC=C(C1)C1=CC(=C(C=C1)F)F)N1CCC2(CCN(CC2)C(=O)OC(C)(C)C)CC1